CC1=CC=C(C=C1)S(=O)(=O)OC1=NC2=NC=C(C=C2C(=C1)Cl)N1CC2N(CC1)CCC2 4-chloro-6-{hexahydro-1H-pyrrolo[1,2-a]pyrazin-2-yl}-1,8-naphthyridin-2-yl 4-methylbenzenesulfonate